N,N'-dioctyl-thiourea C(CCCCCCC)NC(=S)NCCCCCCCC